1-(β-hydroxyethyl)amino-2-hydroxy-4-nitrobenzene OCCNC1=C(C=C(C=C1)[N+](=O)[O-])O